NC=1C(=C(C=C2C=C(N=CC12)NC(OC1CCOCC1)=O)C=1C=NC=2CC(CNC2C1C)C)F Tetrahydro-2H-pyran-4-yl (8-amino-6-(4,7-dimethyl-5,6,7,8-tetrahydro-1,5-naphthyridin-3-yl)-7-fluoroisoquinolin-3-yl)carbamate